ls-5-{[(3S,8aS)-3,8a-dimethylhexahydropyrrolo[1,2-a]pyrazin-2(1H)-yl]carbonyl}-N-(2-ethoxy-5-fluoropyrimidin-4-yl)-6,6-dimethyl-1,4,5,6-tetrahydropyrrolo[3,4-c]pyrazol-3-amine C[C@@H]1N(C[C@]2(N(C1)CCC2)C)C(=O)N2C(C=1NN=C(C1C2)NC2=NC(=NC=C2F)OCC)(C)C